xylylene-bis(allylbicyclo[2.2.1]hept-5-ene-2,3-dicarboximide) C=1(C(=CC=CC1)CC12C3(C(C(C=C1)C2)C(NC3=O)=O)CC=C)CC32C1(C(C(C=C3)C2)C(NC1=O)=O)CC=C